[N+](=O)([O-])C1=CC=C(OC(=O)OCCOCCNC(OC(C)(C)C)=O)C=C1 tert-butyl (2-(2-(((4-nitrophenoxy)carbonyl)oxy)ethoxy)ethyl)carbamate